C(C)(C)(C)C=1C=CC2=C(C=C(O2)NC2=CC=C(C=C2)C(C)(C)C)C1 5-tert-butyl-N-(4-tert-butylphenyl)benzofuran-2-amine